CN1N=NC2=C1C=CC=C2B(O)O (1-METHYL-1H-BENZO[D][1,2,3]TRIAZOL-4-YL)BORONIC ACID